FC1(C[C@@H](CC1)N1C(=NC2=C1C=CC(=C2)C=2C(=NOC2C)C)[C@@H]2CCC(N2C2=CC(=C(C=C2)OC)Cl)=O)F (S)-5-(1-((R)-3,3-difluorocyclopentyl)-5-(3,5-dimethylisoxazol-4-yl)-1H-benzo[d]imidazol-2-yl)-1-(3-chloro-4-methoxyphenyl)pyrrolidin-2-one